1-Amino-2-vinylcyclopropanecarboxylic acid NC1(C(C1)C=C)C(=O)O